(R)-1-ETHYL 1-METHYL 5-CHLORO-2,3-DIHYDRO-1H-INDENE-1,1-DICARBOXYLATE ClC=1C=C2CC[C@](C2=CC1)(C(=O)OCC)C(=O)OC